NC1=NC(=C(C=2N1C(N(N2)CCO)=O)C2=CC(=NC(=C2)C)C)C2=CC=CC=C2 5-amino-8-(2,6-dimethylpyridin-4-yl)-2-(2-hydroxyethyl)-7-phenyl-[1,2,4]triazolo[4,3-c]pyrimidin-3(2H)-one